1-(2-(decyloxy)ethyl)-1,2-ethanediamine C(CCCCCCCCC)OCCC(CN)N